2-(4-hydroxyphenyl)[1,2]benzisoselenazol-3(2H)-one OC1=CC=C(C=C1)N1[Se]C2=C(C1=O)C=CC=C2